C(C)OC(=O)C1=CN=C2N1C=C(C=C2F)Br 6-bromo-8-fluoroimidazo[1,2-a]pyridine-3-carboxylic acid ethyl ester